tert-butyl (3R,4R)-4-((3-(2,6-bis(benzyloxy) pyridin-3-yl)-1-methyl-1H-pyrazolo[4,3-C]pyridin-6-yl) amino)-3-methylpiperidine-1-carboxylate C(C1=CC=CC=C1)OC1=NC(=CC=C1C1=NN(C2=C1C=NC(=C2)N[C@H]2[C@@H](CN(CC2)C(=O)OC(C)(C)C)C)C)OCC2=CC=CC=C2